O=C1C=2N(CCN1)N=C1C2CN(CC1)C(=O)OC(C)(C)C tert-butyl 10-oxo-3,4,7,8,9,10-hexahydro-pyrido[4',3':3,4]pyrazolo[1,5-a]pyrazine-2(1H)-carboxylate